(2R,3S,4S,5R)-N-(3-((1H-imidazole-2-yl)oxy)-4-fluorophenyl)-3-(3,4-difluoro-2-methoxyphenyl)-4,5-dimethyl-5-(trifluoromethyl)tetrahydrofuran-2-carboxamide N1C(=NC=C1)OC=1C=C(C=CC1F)NC(=O)[C@@H]1O[C@]([C@H]([C@H]1C1=C(C(=C(C=C1)F)F)OC)C)(C(F)(F)F)C